C(C)(C)N(C(CC1=CNC2=CC=CC(=C12)OC)=O)C(C)C N,N-diisopropyl-2-(4-methoxy-1H-indol-3-yl)acetamide